CC1=C(C=C(OC[C@H]2N(CC2)C(=O)OC(C)(C)C)C=C1)C(NC1(CC1)C1=C2C=CC=NC2=CC(=C1)OS(=O)(=O)C(F)(F)F)=O tert-Butyl (S)-2-((4-methyl-3-((1-(7-(((trifluoromethyl)sulfonyl)oxy)quinolin-5-yl)cyclopropyl)carbamoyl) phenoxy)methyl)azetidine-1-carboxylate